5,6-epoxyeicosatrienoic acid CCCCC/C=C/C/C=C/C/C=C/CC1OC1CCCC(=O)O